1-[(2R,4R)-2-methyloxan-4-yl]-2-{1-[(6-methylpyridin-3-yl)methyl]-5-oxopyrrolidin-3-yl}-1H-imidazo[4,5-c]quinoline-8-carbonitrile C[C@H]1OCC[C@H](C1)N1C(=NC=2C=NC=3C=CC(=CC3C21)C#N)C2CN(C(C2)=O)CC=2C=NC(=CC2)C